C1(=CC=C(C=C1)N1C(N(C2=NC(=CC=C21)C(NC2CCOCC2)=O)[C@@H]2CN(CC2)C(=O)OC(C)(C)C)=O)C2=CC=CC=C2 tert-Butyl (S)-3-(1-([1,1'-biphenyl]-4-yl)-2-oxo-5-((tetrahydro-2H-pyran-4-yl)carbamoyl)-1,2-dihydro-3H-imidazo[4,5-b]pyridin-3-yl)pyrrolidine-1-carboxylate